O=C1C(CCC=C1)CNC(OCC1=CC=CC=C1)=O benzyl ((2-oxocyclohex-3-en-1-yl)methyl)carbamate